4-cyano-4-methylisochroman-6-carboxamide C(#N)C1(COCC2=CC=C(C=C12)C(=O)N)C